methyl (2R)-2-amino-2-[(3R)-1-azabicyclo[2.2.2]octan-3-yl]acetate N[C@@H](C(=O)OC)[C@H]1CN2CCC1CC2